OCCCC1CC2(C1)CCN(CC2)CC2CCC(CC2)N2N=C1C=C(C(=CC1=C2)NC(=O)C2=NC(=CC=C2)C(F)(F)F)OC N-[2-[4-[[2-(3-hydroxypropyl)-7-azaspiro[3.5]nonan-7-yl]methyl]cyclohexyl]-6-methoxy-indazol-5-yl]-6-(trifluoromethyl)pyridine-2-carboxamide